2,6-DIMETHYLPHENYLGLYOXAL CC1=C(C(=CC=C1)C)C(=O)C=O